tert-butyl-N-tert-butoxycarbonyl-N-[2-[2-[2-[2-[2-[2-(2-hydroxyethoxy) ethoxy]ethoxy]ethoxy]ethoxy]ethoxy]ethyl]carbamate C(C)(C)(C)OC(N(CCOCCOCCOCCOCCOCCOCCO)C(=O)OC(C)(C)C)=O